ClC=1C=C(C2=C(N1)NC=C2)C(=O)OCC Ethyl 6-chloro-1H-pyrrolo[2,3-b]pyridine-4-carboxylate